N1(C=NC=C1)C1=CC=C(C=N1)OC[C@](C(=O)OC(C)(C)C)(C)ON1C(C2=CC=CC=C2C1=O)=O tert-butyl (S)-3-((6-(1H-imidazol-1-yl)pyridin-3-yl)oxy)-2-((1,3-dioxoisoindolin-2-yl)oxy)-2-methylpropanoate